5-[6-(trifluoromethyl)-1H-indazol-3-yl]-1,2-oxazol FC(C1=CC=C2C(=NNC2=C1)C1=CC=NO1)(F)F